FC(C(=O)O)(F)F.C(N)(=N)N1CCC(=CC1)C=1C(=C(SC1)C(=O)NC1=CC=C(C=C1)C=1CCN(CC1)C(N)=N)C 4-(1-carbamimidoyl-1,2,3,6-tetrahydropyridin-4-yl)-N-[4-(1-carbamimidoyl-1,2,3,6-tetrahydropyridin-4-yl)phenyl]-3-methylthiophene-2-carboxamide trifluoroacetate